(5-(5-((4-methylpiperazin-1-yl)methyl)-1H-pyrrolo[2,3-b]pyridin-3-yl)pyrazolo[1,5-a]pyridin-3-yl)(piperidin-1-yl)methanone CN1CCN(CC1)CC=1C=C2C(=NC1)NC=C2C2=CC=1N(C=C2)N=CC1C(=O)N1CCCCC1